4-(2-(5-Fluoropyridin-2-yl)-6,6-dimethyl-6,7-dihydro-4H-pyrazolo[5,1-c][1,4]oxazin-3-yl)-1H-pyrrolo[2,3-b]pyridine-3-carbonitrile FC=1C=CC(=NC1)C1=NN2C(COC(C2)(C)C)=C1C1=C2C(=NC=C1)NC=C2C#N